((3,3-difluoro-1-methylpiperidin-4-yl)oxy)-7-methoxyquinazolin-4-amine FC1(CN(CCC1OC1=NC2=CC(=CC=C2C(=N1)N)OC)C)F